OC(C)(C)C=1C=CC(=NC1)C=1N=C2C(=NC1)N=C(S2)NC(OC(C)(C)C)=O tert-butyl (6-(5-(2-hydroxypropan-2-yl)pyridin-2-yl)thiazolo[4,5-b]pyrazin-2-yl)carbamate